Terbium oxide [O-2].[Tb+3].[O-2].[O-2].[Tb+3]